5-((2,4-dimethylthiazol-5-yl)methoxy)-2-methylbenzofuran-3-carboxylic acid CC=1SC(=C(N1)C)COC=1C=CC2=C(C(=C(O2)C)C(=O)O)C1